N1N=NN=C1C1=C(C=CC=C1)C1=NC(=CC(=C1)NC(CC1=CC=C(C=C1)C)=O)N1CCCC1 N-(2-(2-(1H-tetrazol-5-yl)phenyl)-6-(pyrrolidin-1-yl)pyridin-4-yl)-2-(p-tolyl)acetamide